(4-trifluoromethoxyphenyl)-γ-butyrolactone FC(OC1=CC=C(C=C1)C1C(=O)OCC1)(F)F